ethyl-(S)-2-amino-9-(5,6,7,8-tetrahydro-1,8-naphthyridin-2-yl)nonanoic acid C(C)[C@@](C(=O)O)(CCCCCCCC1=NC=2NCCCC2C=C1)N